6-(Difluoromethyl)-N-[2-(3-hydroxy-3-methylbutyl)-6-(2-hydroxypropan-2-yl)-2H-indazol-5-yl]pyridine-2-carboxamide FC(C1=CC=CC(=N1)C(=O)NC1=CC2=CN(N=C2C=C1C(C)(C)O)CCC(C)(C)O)F